Cl.FC1=C(C=CC=C1C=1C=NN(C1)C1=CC=C(C=C1)F)CN (2-fluoro-3-(1-(4-fluorophenyl)-1H-pyrazol-4-yl)phenyl)methanamine hydrochloride salt